ClC=1C=C(C(=NC1)C)S(=O)(=O)NC1=C(C(=C(C=C1)F)C1=CC=C2C(=NNC2=C1F)C=1NC=CN1)F 5-chloro-N-(2,4-difluoro-3-(7-fluoro-3-(1H-imidazol-2-yl)-1H-indazol-6-yl)phenyl)-2-methylpyridine-3-sulfonamide